(S)-4,5-DIDEHYDROPIPECOLIC ACID N1[C@@H](CC=CC1)C(=O)O